FC1=CC=C(C=C1)C=1N=C2N(C=CC=C2)C1CN1CCN(CC1)C(=O)C1CCCC1 (4-{[2-(4-fluorophenyl)imidazo[1,2-a]pyridin-3-yl]methyl}piperazin-1-yl)(cyclopentyl)methanone